ClC1=C(C=CC(=C1)Cl)C=1N(C(=CC1C#N)C1=C2C(=NC=C1)NC=C2)CC 2-(2,4-dichlorophenyl)-1-ethyl-5-(1H-pyrrolo[2,3-b]pyridin-4-yl)-1H-pyrrole-3-carbonitrile